N-(6-chloro-1-(3-(2,3-dioxoindolin-5-yl)prop-2-yn-1-yl)-3-methyl-2,4-dioxo-1,2,3,4-tetrahydropyrimidin-5-yl)-3-(p-tolyl)propanamide ClC1=C(C(N(C(N1CC#CC=1C=C2C(C(NC2=CC1)=O)=O)=O)C)=O)NC(CCC1=CC=C(C=C1)C)=O